[N+](=O)([O-])C1=CC(=C(C(=O)O)C=C1)C(F)(F)F 4-nitro-2-(trifluoromethyl)benzoic acid